6-bromo-2,4-dichloropyrido[3,4-d]pyrimidine BrC1=CC2=C(N=C(N=C2Cl)Cl)C=N1